methyl N-[5-[6-[(4-chloro-3-methyl-phenyl)-(2-cyanoethyl)carbamoyl] imidazo[1,2-a]pyridin-3-yl]-2-pyridyl]carbamate ClC1=C(C=C(C=C1)N(C(=O)C=1C=CC=2N(C1)C(=CN2)C=2C=CC(=NC2)NC(OC)=O)CCC#N)C